NC(C(=O)O)C(C)=O.[N+](=O)([O-])C1=C(N)C=C(C=C1)SC1=CC=C(C=C1)C=1SC=CC1 2-nitro-5-((4-(thiophen-2-yl)phenyl)thio)aniline 2-amino-3-ketobutanoate